5-bromo-ferulic acid BrC=1C(=C(C=C(/C=C/C(=O)O)C1)OC)O